1-methyl-2-(1-methylethyl)ferrocene C[C-]1C(=CC=C1)C(C)C.[CH-]1C=CC=C1.[Fe+2]